BrCC1=NC=C(C=C1)CBr 2,5-Dibromomethylpyridine